C(CC)NC1CC2=CC=CC=C2CC1 N-propyl-1,2,3,4-tetrahydronaphthalene-2-amine